FC=1C=CC(=NC1)C1=NN(C(=C1)NC(C[C@H](C(=O)N[C@H]1C2=C(CN3N(C1=O)CCC3)C=CC=C2)C)=O)C (R)-N4-(3-(5-fluoropyridin-2-yl)-1-methyl-1H-pyrazol-5-yl)-2-methyl-N1-((S)-11-oxo-2,3,10,11-tetrahydro-1H,5H-benzo[d]pyrazolo[1,2-a][1,2]diazepin-10-yl)succinamide